(2R)-2-((6-(3-cyanophenyl)pyrimidin-4-yl)carbamoyl)-5-methylmorpholine-4-carboxylate C(#N)C=1C=C(C=CC1)C1=CC(=NC=N1)NC(=O)[C@H]1CN(C(CO1)C)C(=O)[O-]